dibutylpyrrolidinium tetrafluoroborate F[B-](F)(F)F.C(CCC)[N+]1(CCCC1)CCCC